3-(3-(4-fluorophenyl)-4-thiazolinonyl)-N-(4-1-N-pyrazolylbutyl)benzamide FC1=CC=C(C=C1)N1C(SC=C1C=1C=C(C(=O)NCCCCN2N=CC=C2)C=CC1)=O